2-sulfo-butyric acid S(=O)(=O)(O)C(C(=O)O)CC